ClC1=C(C=C(CN2C[C@H](N(CC2)C(=O)OC=2C=NC=C(C2)C(N)=O)C)C=C1)OC(C)C (R)-5-Carbamoyl-pyridin-3-yl 4-(4-chloro-3-isopropoxybenzyl)-2-methylpiperazine-1-carboxylate